FC1=CC=C(OCCC(=O)[O-])C=C1 3-(4-fluorophenoxy)propanoate